tert-butyl 2-(4-hydroxypiperidin-4-yl)acetate OC1(CCNCC1)CC(=O)OC(C)(C)C